CP(OCCCOC)([O-])=O methoxypropyl methylphosphonate